4-(4-(6-[2-(2,6-dioxopiperidin-3-yl)-1-oxo-2,3-dihydro-1H-isoindol-5-yl]hexyl)piperazin-1-yl)-N-[(1r,3r)-3-(3-chloro-4-cyanophenoxy)-2,2,4,4-tetramethylcyclobutyl]benzamide O=C1NC(CCC1N1C(C2=CC=C(C=C2C1)CCCCCCN1CCN(CC1)C1=CC=C(C(=O)NC2C(C(C2(C)C)OC2=CC(=C(C=C2)C#N)Cl)(C)C)C=C1)=O)=O